C(C)OP(=O)(OCC)C(C(=O)OC(C)(C)C)CC1=NC(=NO1)C1(CC1)C1=CC=C(C=C1)S(F)(F)(F)(F)F tert-butyl 2-(diethoxyphosphoryl)-3-(3-(1-(4-(pentafluoro-λ6-sulfaneyl)phenyl)cyclopropyl)-1,2,4-oxadiazol-5-yl)propanoate